di-(tert-butyl)(4-ethylphenyl)phosphine C(C)(C)(C)P(C1=CC=C(C=C1)CC)C(C)(C)C